lithium bis[6-decoxymethoxy-1,3-dimethylhexyl]copper C(CCCCCCCCC)OCOCCCC(CC(C)[Cu]C(CC(CCCOCOCCCCCCCCCC)C)C)C.[Li]